OC1=C(C=CC(=C1)C(F)(F)F)C1=C(C=C(N=N1)C(=O)C=1C=NC=CC1)C (6-(2-hydroxy-4-(trifluoromethyl)phenyl)-5-methylpyridazin-3-yl)(pyridin-3-yl)methanone